2-(2-([1,1'-biphenyl]-4-yl)-2-phenyl-vinyl)succinic acid C1(=CC=C(C=C1)C(=CC(C(=O)O)CC(=O)O)C1=CC=CC=C1)C1=CC=CC=C1